C(C1=CC=CC=C1)OC(CNC(=O)C1=NN(C=C1[N+](=O)[O-])C)=O (1-Methyl-4-nitro-1H-pyrazole-3-carbonyl)glycine benzyl ester